D-glucosamine sodium sulfate salt S(=O)(=O)([O-])[O-].[Na+].OC1[C@H](N)[C@@H](O)[C@H](O)[C@H](O1)CO.[Na+]